CCCCCCC(=O)O N-heptanoate